NC=1C=C(C(=NC1)N1N=CC(=N1)C(=O)OC)Cl methyl 2-(5-amino-3-chloropyridin-2-yl)-2H-1,2,3-triazole-4-carboxylate